2,4-diacetoxypentane C(C)(=O)OC(C)CC(C)OC(C)=O